Methyl 2-(6-oxo-2-phenyl-5-(4-(1-((2-(trimethylsilyl)ethoxy)methyl)-1H-imidazol-5-yl)benzamido)pyrimidin-1(6H)-yl)acetate O=C1C(=CN=C(N1CC(=O)OC)C1=CC=CC=C1)NC(C1=CC=C(C=C1)C1=CN=CN1COCC[Si](C)(C)C)=O